[Cl-].C1(=C(C(=CC(=C1)C)C)[N+]1=CN2C(C=CC=C2C2=C(C=C(C=C2CC)CC)CC)=C1)C 2-mesityl-5-(2,4,6-triethylphenyl)imidazo[1,5-a]pyridin-2-ium chloride